methyl (S)-2-((S)-2-(((1-benzylcyclopropoxy)carbonyl)amino)-4-methylpentanamido)-3-((S)-2-oxopyrrolidin-3-yl)propanoate C(C1=CC=CC=C1)C1(CC1)OC(=O)N[C@H](C(=O)N[C@H](C(=O)OC)C[C@H]1C(NCC1)=O)CC(C)C